C(C)OC(C([C@@H](CC)C)N)=O (3R)-2-amino-3-methyl-valeric acid ethyl ester